COC1=CC=C(C=C1)C1=CC2=C(N=C(N=C2)SC)N(C1=O)C1=CC=CC=C1 6-(4-methoxyphenyl)-2-(methylthio)-8-phenylpyrido[2,3-d]pyrimidin-7(8H)-one